N-{6-(4-chlorophenoxy)chroman-4-yl}acrylamide tert-butyl-(R)-(5-chloro-1,4-dioxo-1-(tritylamino)pentan-3-yl)carbamate C(C)(C)(C)N(C(O)=O)[C@H](CC(NC(C1=CC=CC=C1)(C1=CC=CC=C1)C1=CC=CC=C1)=O)C(CCl)=O.ClC1=CC=C(OC=2C=C3C(CCOC3=CC2)NC(C=C)=O)C=C1